C(CC)(=O)O.C(CC)(=O)O.OC1=CC=C(C=C1)C(C)(C)C1=CC=C(C=C1)O 2,2-bis(4-hydroxyphenyl)propane dipropionate